7-bromo-3-oxo-1,2-dihydroisoindole-5-carbaldehyde BrC=1C=C(C=C2C(NCC12)=O)C=O